C1=CC=CC=2C3=CC=CC=C3C(C12)COC(=O)N[C@H](C(=O)O)CNC(=O)OC(C)(C)C (S)-2-((((9H-fluoren-9-yl)methoxy)carbonyl)amino)-3-((tert-butoxycarbonyl)amino)propanoic acid